3-(3-bromophenoxy)propionic acid BrC=1C=C(OCCC(=O)O)C=CC1